(dibenzothiophenyl)[(diphenyltriazinyl)phenyl]indolocarbazole C1(=CC=CC=2SC3=C(C21)C=CC=C3)C=3C(=C2C(=CC3)N=C3C=CC1=C4C=CC=CC4=NC1=C32)C3=C(C=CC=C3)C3=NN=NC(=C3C3=CC=CC=C3)C3=CC=CC=C3